(2-chloro-4,6-dimethylpyrimidin-5-yl)methanol ClC1=NC(=C(C(=N1)C)CO)C